(2-methyl-1,3-benzoxazol-5-yl)methanol CC=1OC2=C(N1)C=C(C=C2)CO